C(C)(C)(C)OC([C@H](C)OC1=C(C=C(C=C1)Br)C1=NOC(C1OCCCC)C)=O tert-Butyl-(2S)-2-[4-bromo-2-(5-methyl-4-butoxy-4,5-dihydroisoxazol-3-yl)phenoxy]propanoat